5-Chloro-2-[1-[3,6-dimethyl-4-oxo-2-(3-pyridyl)chromen-8-yl]ethylamino]benzoic acid ClC=1C=CC(=C(C(=O)O)C1)NC(C)C=1C=C(C=C2C(C(=C(OC12)C=1C=NC=CC1)C)=O)C